N[C@H](C(=O)OC)CC methyl (2S)-2-aminobutyrate